CSC1=NNC(S1)=S 5-methylthio-1,3,4-thiadiazole-2-thione